tert-butyl (2S)-2-[(1R,2R)-3-[(2,5-dioxopyrrolidin-1-yl)oxy]-1-methoxy-2-methyl-3-oxopropyl]pyrrolidine-1-carboxylate O=C1N(C(CC1)=O)OC([C@@H]([C@@H](OC)[C@H]1N(CCC1)C(=O)OC(C)(C)C)C)=O